Silicon-zirconium dichloride [Cl-].[Cl-].[Zr+4].[Si+4]